C(CC(=O)OO)(=O)OO bishydroxy malonate